FC1=C(C=CC=C1CO)C1=NN2C(N=CC=C2)=C1C(=O)N[C@@H]1C(NC2=C(C(=N1)C1=CC=CC=C1)C=CC=C2F)=O 2-[2-Fluoro-3-(hydroxymethyl)phenyl]-N-[(3S)-9-fluoro-2-oxo-5-phenyl-1,3-dihydro-1,4-benzodiazepin-3-yl]pyrazolo[1,5-a]pyrimidine-3-carboxamide